(12aR)-7-hydroxy-12-[(10R)-6,7-difluoro-5,10-dihydrothieno[3,2-c][2]benzothiepin-10-yl]-3,4,12,12a-tetrahydro-1H-[1,4]oxazino[3,4-c]pyrido[2,1-f][1,2,4]triazine-6,8-dione OC=1C(C=CN2N([C@H]3N(C(C21)=O)CCOC3)[C@H]3C2=C(SCC1=C3C=CC(=C1F)F)C=CS2)=O